methyl (S)-2-((tert-butoxycarbonyl)amino)-3-(4-hydroxy-3,5-diiodophenyl)propanoate C(C)(C)(C)OC(=O)N[C@H](C(=O)OC)CC1=CC(=C(C(=C1)I)O)I